N[C@H](C(=O)NC=1SC(=CN1)C(CC(=O)OC)C1=CN=C2N1C=C(C=C2)Br)C2CCC(CC2)(F)F methyl 3-(2-((S)-2-amino-2-(4,4-difluorocyclohexyl)acetylamino)thiazol-5-yl)-3-(6-bromoimidazo[1,2-a]pyridin-3-yl)propanoate